CS(=O)(=O)C1=CC=C(C=C1)CS(=O)(=O)CC=CSSCC=C 1-methanesulfonyl-4-{[3-(prop-2-en-1-yldisulfanyl)prop-2-en-1-sulfonyl]methyl}benzene